1-[(1S)-1-phenylethyl]1H-imidazole-4-carboxylic acid C1(=CC=CC=C1)[C@H](C)N1C=NC(=C1)C(=O)O